N(C(=N)N)C(C(=O)O)CCC(=O)O alpha-guanidinoglutaric acid